Br[Mg]C1=CC(=C(C=C1)Cl)F bromo(4-chloro-3-fluorophenyl)magnesium